6-(4-Methoxy-2-methylphenyl)-N-[(2-oxo-1H-pyridin-3-yl)sulfonyl]-2-[(4S)-2,2,4-trimethylpyrrolidin-1-yl]pyridin-3-carboxamid COC1=CC(=C(C=C1)C1=CC=C(C(=N1)N1C(C[C@@H](C1)C)(C)C)C(=O)NS(=O)(=O)C=1C(NC=CC1)=O)C